NCCNC(=O)NCCN 1,3-bis(2-aminoethyl)urea